OCC1OB(OC1C(C(CO)O)O)[C@H](CC(C)C)C1=NOC(C1)C(=O)N (1R)-1-(4-(hydroxymethyl)-5-(1,2,3-trihydroxypropyl)-1,3,2-dioxaborolan-2-yl)-3-methylbutyl-4,5-dihydroisoxazol-5-carboxamide